COC(C(CC=1C=C(C=CC1)C1=CC(=C(C=C1)C=1NC(C2=C(N1)NN=N2)=O)OCC)C)=O 3-(3'-ethoxy-4'-(7-oxo-6,7-dihydro-3H-[1,2,3]triazolo[4,5-d]pyrimidin-5-yl)-[1,1'-biphenyl]-3-yl)-2-methylpropanoic acid methyl ester